OC1(CC(=C2C(C3=C(C=CC=C3C(C2=C1)=O)O)=O)C)C(=O)O 3,8-dihydroxy-1-methyl-anthraquinone-3-carboxylic acid